2-fluoro-4-Chlorobenzyl bromide FC1=C(CBr)C=CC(=C1)Cl